CC1=C(C(=CC=C1)C)C1=NC=2NS(C=3C=CC=C(NC([C@@H]4CN(C[C@@H](OC(=C1)N2)C4)C(=O)OC(C)(C)C)=O)C3)(=O)=O tert-butyl (3S,7S)-19-(2,6-dimethylphenyl)-8,15,15-trioxo-2-oxa-15λ6-thia-5,9,16,18,21-pentaazatetracyclo[15.3.1.13,7.110,14]tricosa-1(20),10,12,14(22),17(21),18-hexaene-5-carboxylate